(S)-4-formyl-2,3-dihydro-1H-pyrrole-1,2-dicarboxylic acid 1-(tert-butyl) ester 2-ethyl ester CCOC(=O)[C@H]1N(C=C(C1)C=O)C(=O)OC(C)(C)C